tert-butyl (2S)-2-(2-bromophenyl)pyrrolidine-1-carboxylate BrC1=C(C=CC=C1)[C@H]1N(CCC1)C(=O)OC(C)(C)C